isopropyl (2S)-2-(3-(1H-indol-3-yl)-2-isobutyramidopropanamido)-6-diazo-5-oxohexanoate N1C=C(C2=CC=CC=C12)CC(C(=O)N[C@H](C(=O)OC(C)C)CCC(C=[N+]=[N-])=O)NC(C(C)C)=O